P(=O)(OC1=CC=C(C=C1)C[C@H]1C(N([C@H]([C@@H]2N(N(CC(N21)=O)C)C(NCC2=CC=CC=C2)=O)C)CC=2C=CC=C1C=CC=NC21)=O)(O)O 4-({(6S,9S,9aS)-1-(benzylcarbamoyl)-2,9-dimethyl-4,7-dioxo-8-[(quinoline-8-yl)methyl]octahydro-2H-pyrazino[2,1-c][1,2,4]triazin-6-yl}methyl)phenyl dihydrogen phosphate